(E)-4-((2-(2-((4-(trifluoromethyl)phenyl)amino)pyrimidin-4-yl)phenyl)diazenyl)phenol FC(C1=CC=C(C=C1)NC1=NC=CC(=N1)C1=C(C=CC=C1)/N=N/C1=CC=C(C=C1)O)(F)F